P(=O)(OC1=C2C(=CNC2=CC=C1)CCN(C)C)(O)O [3-(2-dimethylaminoethyl)-1H-indol-4-yl] dihydrogen phosphate